pyridinium bis(tetrafluoroborate) F[B-](F)(F)F.F[B-](F)(F)F.[NH+]1=CC=CC=C1.[NH+]1=CC=CC=C1